OC1=C(C2=C(N(C1=O)CC=1C=NC3=CC=CC=C3C1)C=CS2)C(=O)O 6-hydroxy-5-oxo-4-(quinolin-3-ylmethyl)-4,5-dihydrothieno[3,2-b]pyridine-7-carboxylic acid